C(C)OC(=O)C=1C=C(C2=CC=C(C=C2C1)C1=CC=C(C=C1)C(F)(F)F)C1=CC=C(C=C1)C1([C@@H]2CN(C[C@H]1C2)C(=O)OC(C)(C)C)O tert-Butyl (1R,5S,6r)-6-(4-(3-(ethoxycarbonyl)-6-(4-(trifluoromethyl)phenyl)naphthalen-1-yl)phenyl)-6-hydroxy-3-azabicyclo[3.1.1]heptane-3-carboxylate